(2S,4S)-1-[2-[4-(3H-benzimidazol-4-ylamino)-1-piperidinyl]acetyl]-4-fluoro-pyrrolidine-2-carbonitrile N1=CNC2=C1C=CC=C2NC2CCN(CC2)CC(=O)N2[C@@H](C[C@@H](C2)F)C#N